FC(N1C(=NC2=C(C=C(C=C2C1=O)C)[C@@H](C)NC1=C(C(=O)O)C=CC=C1)N1CCOCC1)F 2-[[(1R)-1-[3-(difluoromethyl)-6-methyl-2-morpholino-4-oxo-quinazolin-8-yl]ethyl]amino]benzoic acid